ClC1=C(C=CC=C1)CN1N=C(C=C1C1=CC(=CC=C1)OC)COC(C(=O)O)(C)C 2-([1-[(2-chlorophenyl)methyl]-5-(3-methoxyphenyl)1H-pyrazol-3-yl]methoxy)-2-methylpropanoic acid